N-(2-(4-((4-(2-Acetyl-5-fluoro-1H-indol-3-yl)-1H-1,2,3-triazol-1-yl)methyl)piperidin-1-yl)ethyl)-2'-fluoro-[1,1-biphenyl]-4-sulfonamid C(C)(=O)C=1NC2=CC=C(C=C2C1C=1N=NN(C1)CC1CCN(CC1)CCNS(=O)(=O)C1=CC=C(C=C1)C1=C(C=CC=C1)F)F